FC(C1=NC=CC=C1C(=O)NC1=C2[C@@H](CC(C2=CC=C1)(C)C)C)F 2-(difluoromethyl)-N-((3R)-1,1,3-trimethyl-indan-4-yl)pyridine-3-carboxamide